((3S,7aS)-7a-(((4-(4-cyanoazepan-1-yl)-7-(8-ethynyl-7-fluoronaphthalen-1-yl)-8-fluoropyrido[4,3-d]pyrimidin-2-yl)oxy)methyl)hexahydro-1H-pyrrolizin-3-yl)methyl(4-nitrophenyl) carbonate C(OC1=C(C=C(C=C1)[N+](=O)[O-])C[C@@H]1CC[C@@]2(CCCN12)COC=1N=C(C2=C(N1)C(=C(N=C2)C2=CC=CC1=CC=C(C(=C21)C#C)F)F)N2CCC(CCC2)C#N)([O-])=O